C12(C(CCCC1)O2)[SiH]2O[SiH2]O[SiH2]O[SiH2]O2 epoxycyclohexyl-cyclotetrasiloxane